O[C@H]1C[C@@H](C[C@@H]1COS(N)(=O)=O)NC1=NC=NC=C1C(=O)C1=CC(=CS1)[C@@H]1N(CCC2=CC=CC=C12)C(=O)OC(C)(C)C tert-Butyl (1R)-1-[5-[4-[[(1R,3S,4R)-3-hydroxy-4-(sulfamoyloxymethyl)cyclopentyl]amino]pyrimidine-5-carbonyl]-3-thienyl]-3,4-dihydro-1H-isoquinoline-2-carboxylate